FC=1C=C(C(=O)OC)C=C(C1C)NC1=NC=CC=C1C1=C2N=CN(C2=NC=N1)C1OCCCC1 methyl 3-fluoro-4-methyl-5-((3-(9-(tetrahydro-2H-pyran-2-yl)-9H-purin-6-yl)pyridin-2-yl)amino)benzoate